N-(3-(1H-pyrrolo[2,3-b]pyridin-5-yl)phenethyl)cyclopropanecarboxamide N1C=CC=2C1=NC=C(C2)C=2C=C(CCNC(=O)C1CC1)C=CC2